(S)-8-(2-amino-6-((R)-1-(5-chloro-3'-sulfamoyl-[1,1'-biphenyl]-2-yl)-2,2,2-trifluoroethoxy)pyrimidin-4-yl)-2,8-diazaspiro[4.5]decane-3-carboxylic acid NC1=NC(=CC(=N1)N1CCC2(C[C@H](NC2)C(=O)O)CC1)O[C@@H](C(F)(F)F)C1=C(C=C(C=C1)Cl)C1=CC(=CC=C1)S(N)(=O)=O